(1r,4r)-5-(7H-pyrrolo[2,3-d]Pyrimidin-2-yl)-2-oxa-5-azabicyclo[2.2.1]Heptane N1=C(N=CC2=C1NC=C2)N2[C@H]1CO[C@@H](C2)C1